(13S)-1-amino-N-[(1S)-1-cyclohexyl-2-[(2S)-2-{[(1S)-1-(ethylcarbamoyl)-2-(4-fluorophenyl)ethyl]carbamoyl}pyrrolidin-1-yl]-2-oxoethyl]-13-methyl-3,6,9-trioxa-12-azatetradecan-14-amide NCCOCCOCCOCCN[C@H](C(=O)N[C@H](C(=O)N1[C@@H](CCC1)C(N[C@@H](CC1=CC=C(C=C1)F)C(NCC)=O)=O)C1CCCCC1)C